C(C)OC(C(C1=CC(=CC=C1)F)N1COC2=C(C1=O)C=C(C=C2)Br)=O 2-(6-Bromo-4-oxo-2H-benzo[e][1,3]oxazin-3(4H)-yl)-2-(3-fluorophenyl)acetic acid ethyl ester